2-(3,5-dimethylphenyl)-N-(1-(4-(2,6-dioxopiperidin-3-yl)-3,5-difluorophenyl)azetidin-3-yl)acetamide CC=1C=C(C=C(C1)C)CC(=O)NC1CN(C1)C1=CC(=C(C(=C1)F)C1C(NC(CC1)=O)=O)F